S1C(=CC=C1)C1=NCCC2=CC=CC=C12 1-(thiophen-2-yl)-3,4-dihydroisoquinoline